11-(1-methoxyprop-2-yl)-11-azatricyclo[6.2.1.02,7]Undec-2,4,6,9-tetraene hydrochloride Cl.COCC(C)N1C2C3=CC=CC=C3C1C=C2